2'-(3-amino-2,3-dihydrobenzofuran-7-yl)-3-chloro-4-((3,5-difluoropyridin-2-yl)methoxy)-5',6-dimethyl-2H-[1,4'-bipyridinyl]-2-one NC1COC2=C1C=CC=C2C2=NC=C(C(=C2)N2C(C(=C(C=C2C)OCC2=NC=C(C=C2F)F)Cl)=O)C